C(CCCCCCCCC)(=O)OCCOC(=O)OC1=CC=C(C=C1)S(=O)(=O)[O-] 4-(2-decanoyl oxyethoxycarbonyloxy)-benzenesulfonate